1-phenyl-2-hexyne-1-one O-methyl oxime CON=C(C#CCCC)C1=CC=CC=C1